CSCCN(C(\C=C\C1=CC=C(C=C1)C)=O)C1=NC=CC=C1 (E)-N-(2-methylsulfanylethyl)-3-(p-tolyl)-N-(2-pyridyl)prop-2-enamide